NC=1N=C(C2=C(N1)C=CN(C2=O)CC2=CC(=C(C=C2)CN2CCCC2)OC)NCCCC 2-amino-4-(butylamino)-6-(3-methoxy-4-(pyrrolidin-1-ylmethyl)benzyl)pyrido[4,3-d]pyrimidin-5(6H)-one